4-propynyloxy-6-methylcoumarin C(#CC)OC1=CC(OC2=CC=C(C=C12)C)=O